C[C@H]1O[C@H](CN(C1)C(=O)C=1OC=C(C1)C1=C(C(=C(C(=C1)F)F)OC)F)C ((2R,6S)-2,6-dimethylmorpholino)(4-(2,4,5-trifluoro-3-methoxyphenyl)furan-2-yl)methanone